N1C(COCC1)CCC(=O)N 3-morpholinepropanamide